(R)-N-(2-(3-(2-(4-(4-fluorophenyl)piperazin-1-yl)ethyl)-1-oxo-2,8-diazaspiro[4.5]decan-8-yl)-2-oxoethyl)pivaloamide FC1=CC=C(C=C1)N1CCN(CC1)CC[C@@H]1NC(C2(C1)CCN(CC2)C(CNC(C(C)(C)C)=O)=O)=O